(+/-)-1-(3-(2-((tert-Butyldimethylsilyl)oxy)ethoxy)phenyl)ethanol [Si](C)(C)(C(C)(C)C)OCCOC=1C=C(C=CC1)[C@@H](C)O |r|